C1(CC1)C1=NC(=CC2=C1CN(C2=O)C2=CC(=CC=C2)C2(COC2)C(C2=NN=CN2C)(F)F)C 4-cyclopropyl-2-(3-(3-(difluoro(4-methyl-4H-1,2,4-triazol-3-yl)methyl)oxetan-3-yl)phenyl)-6-methyl-2,3-dihydro-1H-pyrrolo[3,4-c]pyridin-1-one